6-isopropyl-5-(8-methoxy-[1,2,4]triazolo[1,5-a]pyridin-6-yl)-2-(piperidin-4-yl)-4H-pyrrolo[3,2-d]thiazole C(C)(C)C1=C(NC2=C1N=C(S2)C2CCNCC2)C=2C=C(C=1N(C2)N=CN1)OC